1-(3,5-difluorobenzyl)-6-(3-(3-fluoroazetidin-1-yl)-5H-pyrrolo[2,3-b]pyrazin-5-yl)-2-methyl-1H-imidazo[4,5-b]pyridine FC=1C=C(CN2C(=NC3=NC=C(C=C32)N3C=CC=2C3=NC(=CN2)N2CC(C2)F)C)C=C(C1)F